FC(OC1=CC=C(CNC(=O)C2=NNC=N2)C=C1)(F)F N-(4-(trifluoromethoxy)benzyl)-1H-1,2,4-triazole-3-carboxamide